FC1=C(C=CC(=C1)F)C1=CN=C(N1)[C@H](C)NC([C@H](CC(=O)N(C)C(C)C)NC(CCC(C)C)=O)=O (2S)-N-[(1S)-1-[5-(2,4-difluorophenyl)-1H-imidazol-2-yl]ethyl]-N'-isopropyl-N'-methyl-2-(4-methylpentanoylamino)butanediamide